1-methyldiethoxysilyl-8-(diethylamino)(trimethoxysilylpropylamino)methylsilyloctane C[Si](C(CCCCCCCN(CC)CC)[SiH2]CNCCC[Si](OC)(OC)OC)(OCC)OCC